3-(4-(2-(5-methylfuran-2-yl)imidazo[4,5-d]pyrrolo[2,3-b]pyridin-1(6H)-yl)-1H-pyrazol-1-yl)propanenitrile CC1=CC=C(O1)C1=NC=2C(=C3C(=NC2)NC=C3)N1C=1C=NN(C1)CCC#N